5-(4-fluorophenyl)-6-[4-(methylsulfonyl)phenyl]Spiro[2.4]hepta-4,6-diene FC1=CC=C(C=C1)C1=CC2(CC2)C=C1C1=CC=C(C=C1)S(=O)(=O)C